C(CC)C1=C2C=CC=CC2=NC=2C3=C(C=CC12)C=CC=C3 7-propyl-benzo[c]acridine